COC1=CC=C(C=C1)S(=O)(=O)N1CCCCN2[C@H]([C@H]([C@@H]2C1)C1=CC=C(C=C1)C#CCOC)CO ((8R,9S,10R)-6-((4-methoxyphenyl)sulfonyl)-9-(4-(3-methoxyprop-1-yn-1-yl)phenyl)-1,6-diazabicyclo[6.2.0]decan-10-yl)methanol